Cl.N1CCC(CC1)NC1=CC=CC2=C1NC=N2 N-(piperidin-4-yl)-1H-benzo[d]imidazol-7-amine hydrochloride